2-(laurylthiothiocarbonylthio)-2-methylpropanoic acid C(CCCCCCCCCCC)SC(=S)SC(C(=O)O)(C)C